CC1=NC2=CC=CC=C2C(=C1)C 2,4-dimethylquinoline